2-methoxy-ethoxy-ethoxymethyl-2-oxazoline COCCOC1N=C(OC1)COCC